C(C)(=O)O.ClC1=CC=C(C=C1)CN1CCC2(CC1)C(NC1=CC=C(C=C12)C(=O)OC)=O methyl 1'-[(4-chlorophenyl)methyl]-2-oxospiro[indoline-3,4'-piperidine]-5-carboxylate acetate